methyl 2'-(5-tert-butyl-1H-1,3-benzodiazol-2-yl)-5'-chloro-4-{[1-(2-methoxyphenyl)butyl]carbamoyl}-[1,1'-biphenyl]-2-carboxylate C(C)(C)(C)C1=CC2=C(NC(=N2)C2=C(C=C(C=C2)Cl)C=2C(=CC(=CC2)C(NC(CCC)C2=C(C=CC=C2)OC)=O)C(=O)OC)C=C1